FC1=CC(=CC2=CN(N=C12)[C@@H]1[C@H](CN(CC1)C)F)C=1C=C(C=2N(N1)C=C(N2)C)C 6-[7-fluoro-2-[(3S,4S)-3-fluoro-1-methyl-4-piperidinyl]indazol-5-yl]-2,8-dimethyl-imidazo[1,2-B]pyridazine